OC(C(=O)N1CCC(CC1)C1=C(O[C@@H]2CN(CC2)C(=O)OC(C)(C)C)C=CC(=C1)C(=O)OC)C tert-butyl (3S)-3-(2-(1-(2-hydroxypropanoyl)piperidin-4-yl)-4-(methoxycarbonyl)phenoxy)pyrrolidine-1-carboxylate